C1NCCC2=C(C=CC=C12)CC1CCN(CC1)C1=CC=C(NC2C(NC(CC2)=O)=O)C=C1 3-[4-[4-(1,2,3,4-tetrahydroisoquinolin-5-ylmethyl)-1-piperidinyl]anilino]piperidine-2,6-dione